N-(1-(5-(3-cyano-6-(2-hydroxy-2-methylpropoxy)pyrazolo[1,5-a]pyridin-4-yl)pyridin-2-yl)-4-methylpiperidin-4-yl)pyrimidine-2-carboxamide C(#N)C=1C=NN2C1C(=CC(=C2)OCC(C)(C)O)C=2C=CC(=NC2)N2CCC(CC2)(C)NC(=O)C2=NC=CC=N2